methyl-N-(5-formyl-2-(methylthio)pyrimidin-4-yl)-N-((3s,4r)-4-methoxytetrahydrofuran-3-yl)glycine CC(N([C@H]1COC[C@@H]1OC)C1=NC(=NC=C1C=O)SC)C(=O)O